2-((tributylstannyl)methoxy)propan-1-amine C(CCC)[Sn](CCCC)(CCCC)COC(CN)C